FC(CN1N=C(C=C1C1[C@H]2CC(C[C@@H]12)N1C[C@]2(CCS(C2)(=O)=O)CCC1)C(F)(F)F)F (R)-7-((1R,3s,5S,6S)-6-(1-(2,2-difluoroethyl)-3-(trifluoromethyl)-1H-pyrazol-5-yl)bicyclo[3.1.0]hexan-3-yl)-2-thia-7-azaspiro[4.5]decane 2,2-dioxide